(R)-1-(2-fluoro-3-((2-propylpentyl)oxy)phenyl)-3-(((S)-1-phenylethyl)amino)propan-1-ol FC1=C(C=CC=C1OCC(CCC)CCC)[C@@H](CCN[C@@H](C)C1=CC=CC=C1)O